FC=1C(=NC=NC1N(CC1=CC=C(C=C1)C(F)(F)F)C([2H])([2H])[2H])NCC1C(CN(CC1)CC(=O)N)O 2-(4-(((5-fluoro-6-((methyl-d3)(4-(trifluoromethyl)benzyl)amino)pyrimidin-4-yl)amino)methyl)-3-hydroxypiperidin-1-yl)acetamide